octane-1,8-dialdehyde C(CCCCCCC=O)=O